ClC=1C=C(C=CC1F)[Mg]Br (3-chloro-4-fluoro-phenyl)magnesium bromide